C1(C2C(O2)O1)OC1C2C(O2)O1 di-epoxypropyl ether